tert-butyl (2-(5-acetyl-4-(2-(difluoromethoxy)pyridin-3-yl)-2-methyl-1H-imidazol-1-yl)ethyl)carbamate C(C)(=O)C1=C(N=C(N1CCNC(OC(C)(C)C)=O)C)C=1C(=NC=CC1)OC(F)F